(3-fluoro-[1,1'-biphenyl]-4-yl)boronic acid FC=1C=C(C=CC1B(O)O)C1=CC=CC=C1